CC(C(=O)ON1C(CCC1=O)=O)CC succinimido alpha-methylbutyrate